C/C/1=C\\CCC(/C=C/C(CC1)C(C)C)(C)O The molecule is a germacrane sesquiterpenoid that is germacrene D in which the exocyclic double bond has undergone formal addition of water to afford the corresponding tertiary alcohol. It has a role as a volatile oil component and a plant metabolite. It is a germacrane sesquiterpenoid, a tertiary allylic alcohol, an alicyclic compound and an olefinic compound.